COC(=O)NC1=CC=NC=C1 N-(4-pyridyl) methyl carbamate